C(C)(=O)N1C(C(C(C2=CC(=CC=C12)C(=O)[O-])N1N=NC(=C1)C1=CC=C(C=C1)OC)C)CC 1-acetyl-2-ethyl-4-(4-(4-methoxyphenyl)-1H-1,2,3-triazol-1-yl)-3-methyl-1,2,3,4-tetrahydroquinoline-6-carboxylate